cumenesulfonate sodium salt [Na+].C=1(C(=CC=CC1)S(=O)(=O)[O-])C(C)C